C[C@]1(N(CCC1)C1=CC=C2C(=N1)OC(C=C2C2=C(C=CC=C2)C)=O)C(=O)O (R)-2-methyl-1-(2-oxo-4-(o-tolyl)-2H-pyrano[2,3-b]pyridin-7-yl)pyrrolidine-2-carboxylic acid